FC=1C=2N(C=C(C1)C1=CNC=3N=C(N=CC31)NCC(C)(C)C)C=CN2 5-(8-Fluoroimidazo[1,2-a]pyridin-6-yl)-N-neopentyl-7H-pyrrolo[2,3-d]pyrimidin-2-amine